ClC1=NC(=C2N=CN(C2=N1)[C@@H]1O[C@@H](OC1)CO)OC ((2R,4R)-4-(2-chloro-6-methoxy-9H-purin-9-yl)-1,3-dioxolan-2-yl)methanol